Fmoc-L-2-aminocaproic acid CCCC[C@@H](C(=O)O)NC(=O)OCC1C2=CC=CC=C2C3=CC=CC=C13